N1(N=CC=C1)CCC=1N(C=2C(=C3CC[C@@H](N(C3=CC2)C(=O)OC)C)N1)CC(=O)N1CCC(CC1)C#N methyl (S)-2-(2-(1H-pyrazol-1-yl)ethyl)-3-(2-(4-cyanopiperidin-1-yl)-2-oxoethyl)-7-methyl-3,7,8,9-tetrahydro-6H-imidazo[4,5-f]quinoline-6-carboxylate